6-(cyclopropanecarboxamido)-N-methyl-4-((3-methyl-4H-chromeno[4,3-c]isoxazol-6-yl)amino)pyridazine-3-carboxamide C1(CC1)C(=O)NC1=CC(=C(N=N1)C(=O)NC)NC1=CC=CC2=C1OCC=1C2=NOC1C